(1r,4r)-4-phenylcyclohexane-1-ol C1(=CC=CC=C1)C1CCC(CC1)O